benzyl 1-(4-(2,6-dioxopiperidin-3-yl)-3,4-dihydro-2H-benzo[b][1,4]oxazin-8-yl)-4-hydroxypiperidine-4-carboxylate O=C1NC(CCC1N1C2=C(OCC1)C(=CC=C2)N2CCC(CC2)(C(=O)OCC2=CC=CC=C2)O)=O